ClC1=CC=C(CN2CCN(CC2)C(=O)N2N=C(C=C2)C(=O)N)C=C1 1-(4-(4-chlorobenzyl)piperazine-1-carbonyl)-1H-pyrazole-3-carboxamide